O1[13C](CC2=C1C=CC=C2)=O benzofuranone-13C